ClC1=C(OCC=2C(=C(C=CC2)C2=C(C(=CC=C2)OCCCN2N=NC(=C2)CC(C)O)C)C)C=C(C(=C1)CNCCO)OC ((1-(3-((3'-((2-chloro-4-(((2-hydroxyethyl)amino)methyl)-5-methoxyphenoxy)methyl)-2,2'-Dimethyl-[1,1'-biphenyl]-3-yl)oxy)propyl)-1H-1,2,3-triazol-4-yl)methyl)ethane-1-ol